CN(CC(=O)N1CC2(C1)CN(C2)C=2C=NC(=CC2)C2=NNC(=C2C(C)C)C=2C=C(C=1N(C2)N=CN1)OC)C 2-(dimethylamino)-1-(6-(6-(4-isopropyl-5-(8-methoxy-[1,2,4]triazolo[1,5-a]pyridin-6-yl)-1H-pyrazol-3-yl)pyridin-3-yl)-2,6-diazaspiro[3.3]hept-2-yl)ethan-1-one